6-phenyl-1,2,3,4-tetrahydroisoquinoline C1(=CC=CC=C1)C=1C=C2CCNCC2=CC1